Cl.N[C@H](C(=O)NC1=CC=C(C=C1)SCC1=CC=CC=C1)CC1=CC=CC=C1 (S)-2-amino-N-(4-(benzylthio)phenyl)-3-phenylpropionamide hydrochloride